FC=1C=NN(C1)C1=CC=C(C=N1)[C@H](C)NC(=O)C1(CCN(CC1)C1=NC(=CC(=N1)CCCCC(=O)O)NC1=NNC(=C1)C)OC (S)-5-(2-(4-((1-(6-(4-fluoro-1H-pyrazol-1-yl)pyridin-3-yl)ethyl)carbamoyl)-4-methoxypiperidin-1-yl)-6-((5-methyl-1H-pyrazol-3-yl)amino)pyrimidin-4-yl)pentanoic acid